1-(cis-5-((3-chloro-5-fluorobenzyl)oxy)octahydrocyclopenta[c]pyrrole-2-carbonyl)-1H-pyrazole-3-carboxylic acid ClC=1C=C(COC2CC3C(CN(C3)C(=O)N3N=C(C=C3)C(=O)O)C2)C=C(C1)F